BrC1=CC=C(C2=NSN=C21)C=C(C#N)C#N 4-bromo-7-(2,2-dicyanovinyl)benzo[C][1,2,5]thiadiazole